diethyl-pinacol methyl-8-((diphenylmethylene)amino)-2,3-dihydronaphtho[2,3-b][1,4]dioxin-7-carboxylate CC1COC2=C(O1)C=C1C=C(C(=CC1=C2)C(=O)O)N=C(C2=CC=CC=C2)C2=CC=CC=C2.C(C)C(C(O)(C)C(C)(C)O)CC